OC=C(CC)P(O)(=O)O α-hydroxybutene-2-phosphonic acid